tert-Butyl 4-hydroxy-4-(4-(hydroxymethyl)thiazol-2-yl)cyclohexanecarboxylate OC1(CCC(CC1)C(=O)OC(C)(C)C)C=1SC=C(N1)CO